4-(7,8-difluoro-3-quinolylamino)-2-{5-methoxy-6-[(1s,3s)-3-(dimethylamino)cyclobutoxy]-3-pyridylamino}pyrimidine FC1=CC=C2C=C(C=NC2=C1F)NC1=NC(=NC=C1)NC=1C=NC(=C(C1)OC)OC1CC(C1)N(C)C